(R)-2-(3-(difluoromethoxy)-5-fluorophenyl)-3-ethyl-N-(1-(4-(ethylsulfonyl)phenyl)-2-hydroxyethyl)imidazo[1,2-a]Pyridine-7-carboxamide FC(OC=1C=C(C=C(C1)F)C=1N=C2N(C=CC(=C2)C(=O)N[C@@H](CO)C2=CC=C(C=C2)S(=O)(=O)CC)C1CC)F